C(C)(C)C1=C(NC2=C1N=C(S2)C2CCC(CC2)C2OCC2(N)C)C=2C(=CC=1N(C2)N=CN1)C (4-(6-isopropyl-5-(7-methyl-[1,2,4]triazolo[1,5-a]pyridin-6-yl)-4H-pyrrolo[3,2-d]thiazol-2-yl)cyclohexyl)-3-methyloxetan-3-amine